NCC1=NNC(C2=CC=C(C=C12)C=1C=NC=C(C1C)Cl)=O 4-(aminomethyl)-6-(5-chloro-4-methylpyridin-3-yl)phthalazin-1(2H)-one